N-methyl-3-[4-[(2,2,2-trifluoroacetyl)amino]phenyl]imidazo[1,2-a]pyrazine-6-carboxamide CNC(=O)C=1N=CC=2N(C1)C(=CN2)C2=CC=C(C=C2)NC(C(F)(F)F)=O